(S)-1-(4,4-dimethyltetrahydrofuran-3-yl)-4-fluoro-2-(2-fluoro-4-(5-fluoro-6-((5-methoxy-1,3,4-thiadiazol-2-yl)methoxy)pyridin-2-yl)benzyl)-1H-benzo[d]imidazole-6-carboxylic acid CC1([C@@H](COC1)N1C(=NC2=C1C=C(C=C2F)C(=O)O)CC2=C(C=C(C=C2)C2=NC(=C(C=C2)F)OCC=2SC(=NN2)OC)F)C